COC1=NC=C(C=N1)C=1SC(=CN1)CNC(=O)C1=CC2=C(S(C3=C(C(N2)=O)C=CC=C3)(=O)=O)C=C1 N-((2-(2-methoxypyrimidin-5-yl)thiazol-5-yl)methyl)-11-oxo-10,11-dihydrodibenzo[b,f][1,4]thiazepine-8-carboxamide 5,5-dioxide